2-nitro-3-methoxy-4-(3-morpholinopropoxy)benzoyl-urea [N+](=O)([O-])C1=C(C(=O)NC(=O)N)C=CC(=C1OC)OCCCN1CCOCC1